NC1=NC=C(C2=C1C=NN2)NC(=O)C(=O)N(CC2=NC=CC=C2C)C(C(C)C)C N-(4-amino-1H-pyrazolo[4,3-c]pyridin-7-yl)-N'-(1,2-dimethylpropyl)-N'-[(3-methyl-2-pyridyl)methyl]oxamide